COC(=O)C1(CCC1)NCC1=C(C(=C(C=C1OCC)O)Cl)F 1-((3-chloro-6-ethoxy-2-fluoro-4-hydroxybenzyl)amino)cyclobutane-1-carboxylic acid methyl ester